S1(N=C2C3=C1C=CC=C3C(C=C2)=O)(=O)=O Naphtho[1,8-cd]isothiazol-5-one 1,1-dioxide